BrC=1N=C(N(C1C=1C=NC=NC1)C)C 5-(4-bromo-1,2-dimethyl-1H-imidazol-5-yl)pyrimidine